CC1C(C(CC1)C)=O 2,5-dimethyl-cyclopentanone